NCC1=CC(=C(C(=C1)C)NC(=O)C1=CC2=C(OCCC3=C2SC=C3)C=C1C=1C(=NC(=CC1)C(NC1CCCCC1)=O)C(=O)OC)C methyl 3-(9-((4-(aminomethyl)-2,6-dimethylphenyl)carbamoyl)-4,5-dihydrobenzo[b]thieno[2,3-d]oxepin-8-yl)-6-(cyclohexylcarbamoyl)picolinate